CN1C(SCN(C1)C)=S tetrahydro-3,5-dimethyl-1,3,5-thiadiazine-2-thion